3,4-difluoro-6-(2-fluoro-pyridin-4-yl)-2-isopropylaniline FC=1C(=C(N)C(=CC1F)C1=CC(=NC=C1)F)C(C)C